isopropyl ((((3aR,6R,6aR)-6-(3-carbamoylpyridin-1(4H)-yl)-2,2-dimethyltetrahydrofuro[3,4-d][1,3]dioxol-4-yl)methoxy) (phenoxy)phosphoryl)-L-alaninate C(N)(=O)C1=CN(C=CC1)[C@@H]1OC([C@@H]2[C@H]1OC(O2)(C)C)COP(=O)(OC2=CC=CC=C2)N[C@@H](C)C(=O)OC(C)C